O1C(CC1)OC1OCC1 oxetanyl ether